(S)-2-((tert-butoxycarbonyl)amino)-3-(3-nitrophenyl)propionic acid C(C)(C)(C)OC(=O)N[C@H](C(=O)O)CC1=CC(=CC=C1)[N+](=O)[O-]